C1CC12NCCC(C2)C(=O)O 4-azaspiro[2.5]octane-7-carboxylic acid